(4-(1',2'-Dihydrospiro[cyclopropane-1,3'-pyrrolo[2,3-b]pyridin]-5'-yl)phenyl)methanesulfonamide N1CC2(C=3C1=NC=C(C3)C3=CC=C(C=C3)CS(=O)(=O)N)CC2